5-(4-((1-(4-(1,2-bis(4-hydroxyphenyl)but-1-en-1-yl)phenyl)piperidin-4-yl)methyl)piperazin-1-yl-2,2,3,3,5,5,6,6-d8)-2-(2,6-dioxopiperidin-3-yl)isoindoline-1,3-dione OC1=CC=C(C=C1)C(=C(CC)C1=CC=C(C=C1)O)C1=CC=C(C=C1)N1CCC(CC1)CN1C(C(N(C(C1([2H])[2H])([2H])[2H])C=1C=C2C(N(C(C2=CC1)=O)C1C(NC(CC1)=O)=O)=O)([2H])[2H])([2H])[2H]